C(C)C1=C(OC2=C1C=C(C=C2)OCC=2C(=NC=CC2)C2CC2)C ethyl-5-((2-cyclopropylpyridin-3-yl)methoxy)-2-methylbenzofuran